(3R)-N-[5-(2-chloro-5-propionylphenyl)-1H-indazol-3-yl]piperidine-3-carboxamide hydrochloride Cl.ClC1=C(C=C(C=C1)C(CC)=O)C=1C=C2C(=NNC2=CC1)NC(=O)[C@H]1CNCCC1